ClC=1C=CC(=NC1)[C@@H]([C@@H](C)S(=O)(=O)NC1=NN=C(N1C=1C(=NC=NC1OC)OC)C1CCC1)OC (1S,2R)-1-(5-chloropyridin-2-yl)-N-(5-cyclobutyl-4-(4,6-dimethoxypyrimidin-5-yl)-4H-1,2,4-triazol-3-yl)-1-methoxypropane-2-sulfonamide